N-(2-(dimethylamino)-2-(1-isopropyl-1H-indol-3-yl)ethyl)-1H-indole-5-sulfonamide CN(C(CNS(=O)(=O)C=1C=C2C=CNC2=CC1)C1=CN(C2=CC=CC=C12)C(C)C)C